N-(2-((5-cyanopyridin-2-yl)(ethyl)amino)ethyl)-2-fluoro-N-methyl-5-((4-oxo-7-(prop-1-yn-1-yl)-3,4-dihydrophthalazin-1-yl)methyl)benzamide C(#N)C=1C=CC(=NC1)N(CCN(C(C1=C(C=CC(=C1)CC1=NNC(C2=CC=C(C=C12)C#CC)=O)F)=O)C)CC